tert-butyl ((7-chloro-[1,2,4]triazolo[1,5-a]pyridin-2-yl)methyl)((5-oxopyrrolidin-2-yl)methyl)carbamate ClC1=CC=2N(C=C1)N=C(N2)CN(C(OC(C)(C)C)=O)CC2NC(CC2)=O